C1=CC=CC=2N(C3=C(C=CC21)C=CC=C3)CC3=NC=C(C=N3)C(=O)OC methyl 2-((5H-dibenzo[b,f]azepin-5-yl)methyl)pyrimidine-5-carboxylate